3-[(3-chloro-2-methoxyphenyl)amino]-2-(3-{2-[2-(prop-2-enoyl)-2-azabicyclo[3.1.0]hexan-1-yl]ethynyl}pyridin-4-yl)-1H,5H,6H,7H-pyrrolo[3,2-c]pyridin-4-one ClC=1C(=C(C=CC1)NC1=C(NC2=C1C(NCC2)=O)C2=C(C=NC=C2)C#CC21N(CCC1C2)C(C=C)=O)OC